OC(CC(=O)[O-])(C)C.[Ca+2].OC(CC(=O)[O-])(C)C Calcium beta-hydroxy-beta-methylbutyrat